3,4-dimethoxybenzohydrazide COC=1C=C(C(=O)NN)C=CC1OC